C(C)(C)(C)N1N=NC(=C1)C(=O)NCC1=C(C=C(C=C1)C=1C=2N(C=C(N1)C=1C=NN(C1)C)N=CC2)C (tert-butyl)-N-(2-methyl-4-(6-(1-methyl-1H-pyrazol-4-yl)pyrazolo[1,5-a]pyrazin-4-yl)benzyl)-1H-1,2,3-triazole-4-carboxamide